FC1=C(C(=CC=C1)F)C1=CC=C(C=N1)[C@H](C)NC(=O)[C@H]1N(C[C@@H](C1)O)C(=O)OC(C)(C)C tert-butyl (2S,4R)-2-(((S)-1-(6-(2,6-difluorophenyl)pyridin-3-yl)ethyl)carbamoyl)-4-hydroxypyrrolidine-1-carboxylate